benzyl (2S,3R,4S)-2-[(3-chloro-2-fluorophenyl)methyl]-3-[(dimethylsulfamoyl)amino]-4-fluoropyrrolidine-1-carboxylate ClC=1C(=C(C=CC1)C[C@@H]1N(C[C@@H]([C@@H]1NS(N(C)C)(=O)=O)F)C(=O)OCC1=CC=CC=C1)F